(S)-quinuclidin-3-yl (6-(2-fluoropyridin-4-yl)-2,2-dimethyl-1,2,3,4-tetrahydronaphthalen-1-yl)carbamate FC1=NC=CC(=C1)C=1C=C2CCC(C(C2=CC1)NC(O[C@@H]1CN2CCC1CC2)=O)(C)C